ClC1=C(OC(C(=O)N[C@@H]2[C@H](CNCC2)F)C)C=CC=C1 2-(2-chlorophenoxy)-N-((3s,4s)-3-fluoropiperidin-4-yl)propionamide